The molecule is a polyunsaturated fatty acid anion that is the conjugate base of (12Z,15Z,18Z,21Z,24Z,27Z)-triacontahexaenoic acid, obtained by deprotonation of the carboxy group; major species at pH 7.3. It is a conjugate base of a (12Z,15Z,18Z,21Z,24Z,27Z)-triacontahexaenoic acid. CC/C=C\\C/C=C\\C/C=C\\C/C=C\\C/C=C\\C/C=C\\CCCCCCCCCCC(=O)[O-]